The molecule is a xanthene dye having two fluoro substituents at the 2- and 7-positions and a 2,4-dicarboxyphenyl group at the 9-position. It has a role as a fluorochrome and an epitope. It derives from a fluorescein. C1=CC(=C(C=C1C(=O)O)C(=O)O)C2=C3C=C(C(=O)C=C3OC4=CC(=C(C=C42)F)O)F